The molecule is the amide resulting from the formal condensation of 4-[(biphenyl-2-ylcarbonyl)amino]benzoic acid with the benzazepine nitrogen of 2-methyl-1,4,5,6-tetrahydroimidazo[4,5-d][1]benzazepine. It is an antagonist for two of the three types of arginine vasopressin (AVP) receptors, V1a and V2. It is used as its hydrochloride salt for the treatment of hyponatraemia (low blood sodium levels) caused by syndrome of inappropriate antidiuretic hormone (SIADH). It has a role as a vasopressin receptor antagonist. CC1=NC2=C(N1)CCN(C3=CC=CC=C32)C(=O)C4=CC=C(C=C4)NC(=O)C5=CC=CC=C5C6=CC=CC=C6